2-amino-5-(4-((1S,5R)-3-isopropyl-3-azabicyclo[3.1.0]hexan-1-yl)phenyl)nicotinic acid TFA salt OC(=O)C(F)(F)F.NC1=C(C(=O)O)C=C(C=N1)C1=CC=C(C=C1)[C@]12CN(C[C@@H]2C1)C(C)C